1-(1,3-dioxoisoindolin-2-yl) 3-propyl (±)-2-bromobicyclo[1.1.1]pentane-1,3-dicarboxylate Br[C@H]1C2(CC1(C2)C(=O)OCCC)C(=O)ON2C(C1=CC=CC=C1C2=O)=O |r|